NC1=C2C(=NN1C(=O)[C@@H]1CCNC3=C(C=CC=C13)C)CCOC2 |o1:8| (R*)-(3-amino-6,7-dihydropyrano[4,3-c]pyrazol-2(4H)-yl)(8-methyl-1,2,3,4-tetrahydro-quinolin-4-yl)methanone